CN1C=NC2=C(C1=O)N=CN2[C@H]3[C@@H]([C@@H]([C@H](O3)COP(=O)(O)O[C@@H]4[C@H](O[C@H]([C@@H]4O)N5C=CC(=NC5=O)N)COP(=O)(O)O[C@@H]6[C@H](O[C@H]([C@@H]6O)N7C=NC8=C7N=C(NC8=O)N)COP(=O)(O)O[C@@H]9[C@H](O[C@H]([C@@H]9O)N1C=NC2=C(N=CN=C21)N)COP(=O)(O)O[C@@H]1[C@H](O[C@H]([C@@H]1O)N1C=NC2=C(N=CN=C21)N)COP(=O)(O)O[C@@H]1[C@H](O[C@H]([C@@H]1O)N1C=NC2=C(N=CN=C21)N)COP(=O)(O)O[C@@H]1[C@H](O[C@H]([C@@H]1O)N1C=NC2=C1N=CN=C2O)CO)OP(=O)(O)OC[C@@H]1[C@H]([C@H]([C@@H](O1)N1C=CC(=O)NC1=O)O)OP(=O)(O)O)O The molecule is a tRNA oligonucleotide comprised of a sequence of inosine, three adenosine, guanosine, cytidine, 1-methylinosine and uridine residues connected by 3'->5' phosphodiester linkages and with a phosphoric residue at the 3'-terminus.